FC1(CN(C1)C1=NC=CC(=C1C1=NC2=C(N1)COCC2)C2=CC=CC=C2)F 2-(2-(3,3-difluoroazetidin-1-yl)-4-phenylpyridin-3-yl)-3,4,6,7-tetrahydropyrano[3,4-d]imidazole